N-Ethyl-5-(4'-ethyl-4,6-dihydroxy-[1,1'-biphenyl]-3-yl)-4-(4-(morpholinomethyl)phenyl)isoxazole-3-carboxamide C(C)NC(=O)C1=NOC(=C1C1=CC=C(C=C1)CN1CCOCC1)C=1C=C(C(=CC1O)O)C1=CC=C(C=C1)CC